C(C)(C)(C)OC(=O)N1C(CCC(C1)C)C(=O)O 1-tert-butoxycarbonyl-5-methyl-piperidine-2-carboxylic acid